C(C)OC(=O)C=1OC2=C(C1C)C(=CC=C2)N2C=NC(=C2)C2CC2.N2N=CC(=C2)C2=CC=C(C=C2)N2CCC(CC2)C(=O)N2CCCC2 (1-(4-(1H-pyrazol-4-yl)phenyl)piperidin-4-yl)(pyrrolidin-1-yl)methanone Ethyl-4-(4-cyclopropyl-1H-imidazol-1-yl)-3-methylbenzofuran-2-carboxylate